N[C@@H]1C[C@@H](N(C1)C1=NC=2C(=C(C3=C(C2C=N1)COC3)C3=NC=C(C1=C3C(=C(S1)NC(OC(C)(C)C)=O)C#N)F)F)C tert-Butyl (4-(3-((2S,4R)-4-amino-2-methylpyrrolidin-1-yl)-5-fluoro-7,9-dihydrofuro[3,4-f]quinazolin-6-yl)-3-cyano-7-fluorothieno[3,2-c]pyridin-2-yl)carbamate